C(C)S(=O)(=O)C1=CC=C(C=C1)[C@H](CO)NC(OC(C)(C)C)=O tert-butyl (R)-(1-(4-(ethylsulfonyl)phenyl)-2-hydroxyethyl)carbamate